(1,5-cyclooctadiene) palladium (II) chloride [Pd](Cl)Cl.C1=CCCC=CCC1